CN(C1CCC(CC1)NC=1N=CC2=C(N1)C(=CC(=N2)C2=CC(=C(C=C2)NS(=O)(=O)CC2=CC=CC=C2)F)C(C)C)C N-(4-(2-(((1r,4r)-4-(dimethylamino)cyclohexyl)amino)-8-isopropylpyrido[3,2-d]pyrimidin-6-yl)-2-fluorophenyl)-1-phenylmethanesulfonamide